[3-(5-{4-[(5-chloro-3-fluoropyridin-2-yl)oxy]phenyl}-1,2,3,4-tetrazol-2-yl)azetidin-1-yl]acetic acid ClC=1C=C(C(=NC1)OC1=CC=C(C=C1)C=1N=NN(N1)C1CN(C1)CC(=O)O)F